5-bromo-2-(3,4-dimethoxyphenyl)-1-methyl-1H-benzo[d]imidazole BrC1=CC2=C(N(C(=N2)C2=CC(=C(C=C2)OC)OC)C)C=C1